1,1-dimethylbutyl bromoformate BrC(=O)OC(CCC)(C)C